N-(3-fluoro-2-methoxy-phenyl)-4-hydroxy-6-oxo-2,3-dihydro-1H-pyridine-5-carbothioamide FC=1C(=C(C=CC1)NC(=S)C1=C(CCNC1=O)O)OC